ClC=1C=NC=C(C1C(C)ON1N=C(C2=CC=CC=C12)C1=NC2=C(N1)CN(C2)S(=O)(=O)CC)Cl (1-(3,5-dichloropyridin-4-yl)ethoxy)-3-(5-(ethylsulfonyl)-1,4,5,6-tetrahydropyrrolo[3,4-d]imidazol-2-yl)-1H-indazole